Ethyl palmitate C(CCCCCCCCCCCCCCC)(=O)OCC